5-(3-chlorophenyl)-N-(2-methoxyethyl)-7H-pyrrolo[2,3-d]pyrimidin-4-amine ClC=1C=C(C=CC1)C1=CNC=2N=CN=C(C21)NCCOC